ClCC=1C=NN(C1)C1=C(C#N)C=CC=C1 (4-(chloromethyl)-1H-pyrazol-1-yl)benzonitrile